3-(3-((6-(2-(4-methylthiazol-5-yl)ethoxy)pyridin-3-yl)methyl)isoxazol-5-yl)pyridin-2-amine CC=1N=CSC1CCOC1=CC=C(C=N1)CC1=NOC(=C1)C=1C(=NC=CC1)N